CC1C(CCC2=CC=C(C=C12)OC1=C(C=CC=C1)C1=CC(=CC=C1)[N+](=O)[O-])NC(=O)OC(C)(C)C Methyl-2-((tert-butoxycarbonyl)amino)-7-((3'-nitro-[1,1'-biphenyl]-2-yl)oxy)-1,2,3,4-tetrahydronaphthalene